2-(2-(cyclopropanesulfonamido)pyrimidin-4-yl)-N-(4-(6-isopropoxypyrazin-2-yl)phenyl)acetamide C1(CC1)S(=O)(=O)NC1=NC=CC(=N1)CC(=O)NC1=CC=C(C=C1)C1=NC(=CN=C1)OC(C)C